N1=CC=C(C=C1)C=1C=C(CNC(=O)C2=CC3=C(S2)C=CC=C3)C=CC1 N-(3-(pyridin-4-yl)benzyl)benzo[b]thiophene-2-carboxamide